1-((7-(5,8-dimethylnaphthalen-2-yl)-6-methoxy-1-oxo-1H-phenalen-8-yl)methyl)pyridin-1-ium chloride [Cl-].CC1=C2C=CC(=CC2=C(C=C1)C)C1=C2C(=CC=C3C=CC(C(C=C1C[N+]1=CC=CC=C1)=C32)=O)OC